2,5-dimethyl-2,5-di-(tert-butylperoxy)Hexyne butyl-(5S)-5-({2-[4-(butoxycarbonyl)phenyl]ethyl}[2-(2-hydroxyphenyl)ethyl]amino)-5,6,7,8-tetrahydroquinoline-2-carboxylate C(CCC)OC(=O)C1=NC=2CCC[C@@H](C2C=C1)N(CCC1=C(C=CC=C1)O)CCC1=CC=C(C=C1)C(=O)OCCCC.CC(C)(C#CC(C)(OOC(C)(C)C)C)OOC(C)(C)C